C(C)OC1=CC=C(C=C1)NCC(O)C=1NC(NC1)=O 4-[2-(4-ethoxyphenylamino)-1-hydroxyethyl]-1,3-dihydroimidazol-2-one